2,2-dimethyl-1-butyl-1-aza-2-silacyclopentane C[Si]1(N(CCC1)CCCC)C